1-allyl-6-chloro-1,3,4,9-tetrahydro-[1,2,6]thiadiazino[4,3-g]indole-7-carbaldehyde 2,2-dioxide C(C=C)N1S(NCC=2C=C(C=3C(=CNC3C21)C=O)Cl)(=O)=O